(3-Benzoylphenyl) propionate C(CC)(=O)OC1=CC(=CC=C1)C(C1=CC=CC=C1)=O